thieno[3,4-b]thiophene-2-carboxylic acid 3-fluorooctyl ester FC(CCOC(=O)C1=CC=2C(S1)=CSC2)CCCCC